3-amino-6-bromopyrazine NC=1C=NC(=CN1)Br